2-isobutyl-5-phenyl-1,3-dioxolan-4-one C(C(C)C)C1OC(C(O1)=O)C1=CC=CC=C1